8-chloro-5-[[(3r,4r)-1-(4-chloro-2-fluorophenyl)-3,4-dihydroxypiperidin-4-yl]methoxy]-1,4-dihydro-3,1-benzoxazin-2-one ClC1=CC=C(C=2COC(NC21)=O)OC[C@]2([C@@H](CN(CC2)C2=C(C=C(C=C2)Cl)F)O)O